CS(=O)(=O)O.N1CCC(CC1)C=1C=CC=C2C(=CN=CC12)N1C(NC(CC1)=O)=O 1-(8-(Piperidin-4-yl)isoquinolin-4-yl)dihydropyrimidine-2,4(1H,3H)-dione mesilate